COCCN1N=C(C=C1C(=O)O)C(F)(F)F 1-(2-methoxyethyl)-3-(trifluoromethyl)-1H-pyrazole-5-carboxylic acid